CN(NC)CC1=CC=2C(=NC=CC2)N1CCC(=O)N(C)C(C(=O)O)C 2-(3-(2-((1,2-dimethylhydrazino)methyl)-1H-pyrrolo[2,3-b]pyridin-1-yl)-N-methylpropanamido)propanoic acid